CSCCO 2-methylthioethanol